ClC=1C=C2C=3C=C(C=C(C3NC2=CC1)CNC(=O)C1=C(C(=O)O)C=CC=C1)NC1=CC(=C(C=C1)Cl)Cl 2-(((6-Chloro-3-((3,4-dichlorophenyl)amino)-9H-carbazol-1-yl)methyl)carbamoyl)benzoic acid